FC1=CC=C(C=C1)C1=CC(=NO1)C 5-(4-fluorophenyl)-3-methylisoxazol